methanesulfonate sodium [Na+].CS(=O)(=O)[O-]